3-(8-((1S,4r)-4-((S)-4-(4-(3-amino-6-(2-hydroxyphenyl)pyridazin-4-yl)-1H-pyrazol-1-yl)-3,3-difluoropiperidin-1-yl)cyclohexyl)-2H-benzo[b][1,4]oxazin-4(3H)-yl)piperidine-2,6-dione NC=1N=NC(=CC1C=1C=NN(C1)[C@H]1C(CN(CC1)C1CCC(CC1)C1=CC=CC2=C1OCCN2C2C(NC(CC2)=O)=O)(F)F)C2=C(C=CC=C2)O